tert-butyl 4-[[3-[N'-(2-chloro-5-fluoro-phenyl)carbamimidoyl]-6-(4-methoxy-2-methyl-phenyl)pyrrolo[1,2-b]pyridazin-4-yl]amino]piperidine-1-carboxylate ClC1=C(C=C(C=C1)F)N=C(N)C1=C(C=2N(N=C1)C=C(C2)C2=C(C=C(C=C2)OC)C)NC2CCN(CC2)C(=O)OC(C)(C)C